6-(4-methoxyphenyl)-9-β-D-ribofuranosyl-7-deazapurine COC1=CC=C(C=C1)C1=C2C=CN(C2=NC=N1)[C@H]1[C@H](O)[C@H](O)[C@H](O1)CO